C\C(=C/CO)\CC\C=C(\CC\C=C(\CCC=C(C)C)/C)/C (2E,6E,10E)-3,7,11,15-tetramethylhexadeca-2,6,10,14-tetraen-1-ol